4,5α-Epoxy-3,14-dihydroxymorphinan-6-one OC=1C=CC=2C[C@@H]3[C@@]4(CCC([C@H]5[C@@]4(C2C1O5)CCN3)=O)O